C(=O)([O-])C(O)C(O)C(=O)O.[Na+] mono-sodium tartrate